CC1=NN=C(N1C1=NC=CC(=C1F)B1OC(C(O1)(C)C)(C)C)C 2-(3,5-dimethyl-4H-1,2,4-triazol-4-yl)-3-fluoro-4-(4,4,5,5-tetramethyl-1,3,2-dioxaborolan-2-yl)pyridine